(2R,6R)-2,6-Dimethylmorpholine C[C@@H]1CNC[C@H](O1)C